3-[(2S,6S)-1,2,6-trimethylpiperidin-4-yl]cinnoline CN1[C@H](CC(C[C@@H]1C)C=1N=NC2=CC=CC=C2C1)C